(S)-4-(2-(dimethylamino)-3-(1,3-dioxoisoindolin-2-yl)propyl)-3,5-dimethylbenzamide CN([C@@H](CC1=C(C=C(C(=O)N)C=C1C)C)CN1C(C2=CC=CC=C2C1=O)=O)C